CNC(=O)C=1C=C2C(=CC=NC2=CN1)NC1=CC=C(C=C1)NC(=O)C=1C(N(C=CC1)C1=CC=CC=C1)=O N-methyl-4-[4-[(2-oxo-1-phenyl-pyridine-3-carbonyl)amino]anilino]-1,7-naphthyridine-6-carboxamide